The molecule is a polyprenyl glycosyl phosphate having eleven prenyl units and 4-amino-4-deoxy-alpha-L-arabinopyranosyl as the glycosyl moiety. It is a tautomer of a 4-amino-4-deoxy-alpha-L-arabinopyranosyl ditrans,polycis-undecaprenyl phosphate zwitterion. CC(=CCC/C(=C/CC/C(=C/CC/C(=C\\CC/C(=C\\CC/C(=C\\CC/C(=C\\CC/C(=C\\CC/C(=C\\CC/C(=C\\CC/C(=C\\COP(=O)(O)O[C@H]1[C@@H]([C@H]([C@H](CO1)N)O)O)/C)/C)/C)/C)/C)/C)/C)/C)/C)/C)C